B([O-])([O-])O.C(C(=O)O)(=O)O.C(C(=O)O)(=O)O.[Zn+2].ClC1=C(OC2CCN(CC2)C(=O)NC2=CC(=CC=C2)C(NC)=O)C=CC=C1 4-(2-chlorophenoxy)-N-[3-(methylcarbamoyl)phenyl]piperidine-1-carboxamide zinc bis(oxalate) borate